((R)-3-(cyanomethyl)piperazin-1-yl)-3-(2,6-dimethylmorpholino)-6-(naphthalen-1-yl)-5,6,7,8-tetrahydro-2,6-naphthyridine-4-carbonitrile hydrochloride Cl.C(#N)C[C@@H]1CN(CCN1)C1=NC(=C(C=2CN(CCC12)C1=CC=CC2=CC=CC=C12)C#N)N1CC(OC(C1)C)C